3,5-dichloro-N-(3-(cyclopentylsulfonyl)phenyl)pyrazine-2-carboxamide ClC=1C(=NC=C(N1)Cl)C(=O)NC1=CC(=CC=C1)S(=O)(=O)C1CCCC1